CC1(C=C)CC=CC=C1 1-methylstyrene